4-(bromomethyl)-1-fluoro-2-methoxy-benzene BrCC1=CC(=C(C=C1)F)OC